[1,1'-Bis(di-tert-butylphosphino)ferrocene] palladium(II) dichloride [Pd](Cl)Cl.C(C)(C)(C)P([C-]1C=CC=C1)C(C)(C)C.[C-]1(C=CC=C1)P(C(C)(C)C)C(C)(C)C.[Fe+2]